SCCSC(C)CSCCS 2,3-bis(2-sulfanyl-ethyl-sulfanyl)propane